C(C)(C)(C)C1=C(C=CC(=C1)C(C)(C)C)OP(=O)([O-])[O-] (2,4-diTERtiarybutylphenyl)phosphate